22,28-difluoro-12,12-dioxo-6-phenyl-24-oxa-12lambda6-thia-3,7,19,30-tetrazapentacyclo-[23.3.1.12,5.015,23.016,20]triaconta-1(29),2,4,15,17,20,22,25,27-nonaen-8-one FC=1C=C2NC=CC2=C2CCS(CCCC(NC(C3=CN=C(C=4C(=CC=C(OC12)C4)F)N3)C3=CC=CC=C3)=O)(=O)=O